4-(Benzyloxy)-2-Nitroaniline C(C1=CC=CC=C1)OC1=CC(=C(N)C=C1)[N+](=O)[O-]